NC1=NC=2C=C(C(=CC2C2=C1C=NN2C)C(=O)N2C[C@H](CC2)C2=NC=C(C=C2)C(F)(F)F)Cl (4-amino-7-chloro-1-methyl-1H-pyrazolo[4,3-c]quinolin-8-yl)((3S)-3-(5-(trifluoromethyl)-2-pyridinyl)-1-pyrrolidinyl)methanone